C(C)(C)C=1C=C(O[C@H]2[C@@H](CN(CC2)C2=CC(N(C=3C=CC(=NC23)C#N)C)=O)C)C=CC1 8-((3R,4R)-4-(3-isopropylphenoxy)-3-methylpiperidin-1-yl)-5-methyl-6-oxo-5,6-dihydro-1,5-naphthyridine-2-carbonitrile